1,2-di-linoleyl-3-(dimethylamino)acetoxy-propane C(CCCCCCC\C=C/C\C=C/CCCCC)CC(COC(CN(C)C)=O)CCCCCCCC\C=C/C\C=C/CCCCC